2-(5-(2-(ethyl-(isopropyl)-carbamoyl)-4-fluorophenoxy)pyrimidin-4-yl)-2,7-diazaspiro-[3.5]Nonane-7-carboxylic acid tert-butyl ester C(C)(C)(C)OC(=O)N1CCC2(CN(C2)C2=NC=NC=C2OC2=C(C=C(C=C2)F)C(N(C(C)C)CC)=O)CC1